7-(Acetyloxy)-8-(Acetyloxymethyl)-3-(4-methoxyphenyl)-2-methyl-4H-chromen-4-one C(C)(=O)OC1=CC=C2C(C(=C(OC2=C1COC(C)=O)C)C1=CC=C(C=C1)OC)=O